4,6-O-benzylidene-D-glucopyranose C1[C@@H]2[C@H]([C@@H]([C@H](C(O2)O)O)O)OC(O1)C3=CC=CC=C3